C(#N)CC1(CC(C1)C#N)N1C=C(C=C1)C=1C=2N(C=C(N1)C=1C=NN(C1)C)N=CN2 (1s,3s)-3-(cyanomethyl)-3-(3-(6-(1-methyl-1H-pyrazol-4-yl)-[1,2,4]triazolo[1,5-a]pyrazin-8-yl)-1H-pyrrol-1-yl)cyclobutane-1-carbonitrile